[O-2].[Fe+2].[Mn+2].[Ni+2].[O-2].[O-2] nickel-manganese-iron oxide